(S)-(methyl-d3) (1-((4-(3-(5-chloro-2-fluoro-3-(methylsulfonamido)phenyl)-1-isopropyl-1H-pyrazol-4-yl) pyrimidin-2-yl)amino)propan-2-yl)carbamate ClC=1C=C(C(=C(C1)C1=NN(C=C1C1=NC(=NC=C1)NC[C@H](C)NC(OC([2H])([2H])[2H])=O)C(C)C)F)NS(=O)(=O)C